O=C1CCCN1C=1C=CC=2OCC(NC2N1)=O 5-oxo-1-(3-oxo-4H-pyrido[3,2-b][1,4]oxazin-6-yl)pyrrolidin